F[C@@H]1CN(CC[C@@H]1NC1=NN2C(C(=N1)OC)=C(C=C2)C=2C=C1C=CC=NC1=CC2)C2COC2 N-((3R,4S)-3-Fluoro-1-(oxetan-3-yl)piperidin-4-yl)-4-methoxy-5-(quinolin-6-yl)pyrrolo[2,1-f][1,2,4]triazin-2-amine